O=C1OCC=2N1CCNC2 3-oxotetrahydro-3H-oxazolo[3,4-a]pyrazin